(4-amino-5,5-dimethyl-6H-benzo[h]quinazolin-8-yl) trifluoromethanesulfonate FC(S(=O)(=O)OC=1C=CC2=C(CC(C=3C(=NC=NC23)N)(C)C)C1)(F)F